[Ru].C1(=CC=CC=C1)C1=CC=NC2=C3N=CC=C(C3=CC=C12)C1=CC=CC=C1 4,7-diphenyl-1,10-phenanthroline ruthenium